FC1=C(C(=C(C=C1OC)OC)F)C=1C2=C(N=C(N1)C=1C=NC=CC1)C(=NC=C2)C2=C(C=CC=C2)F (2,6-difluoro-3,5-dimethoxyphenyl)-8-(2-fluorophenyl)-2-(pyridin-3-yl)pyrido[3,4-d]pyrimidine